1-(3-fluoro-4-hydroxyphenyl)ethanone FC=1C=C(C=CC1O)C(C)=O